3-({[(2R)-2,3-Dihydroxypropoxy]amino}azetidin-1-yl)-5-methyl-4-oxo-1-(1,3-thiazol-2-yl)-1,4-dihydro-1,8-naphthyridine-3-carboxylic acid O[C@@H](CONC1N(CC1)C1(CN(C2=NC=CC(=C2C1=O)C)C=1SC=CN1)C(=O)O)CO